FC1=C(C=C(C=C1)F)[C@@H]1N(CCC1)C(=O)N1[C@H]2[C@H](N(C[C@@H]1CC2)C(N(C2=CC=CC=C2)C2=CC=CC=C2)=O)C(=O)O (1R,2S,5S)-8-((R)-2-(2,5-difluorophenyl)pyrrolidine-1-carbonyl)-3-(diphenylcarbamoyl)-3,8-diazabicyclo[3.2.1]octane-2-carboxylic acid